5-tert-butyl-1,3-benzenedicarboxylate C(C)(C)(C)C=1C=C(C=C(C1)C(=O)[O-])C(=O)[O-]